5-chloro-2-((4-((1-(4-fluorophenyl)-4-oxo-1,4-dihydro-5H-pyrazolo[3,4-d]pyrimidin-5-yl)methyl)-4-hydroxypiperidin-1-yl)methyl)benzonitrile ClC=1C=CC(=C(C#N)C1)CN1CCC(CC1)(O)CN1C=NC2=C(C1=O)C=NN2C2=CC=C(C=C2)F